N-[(3R,4R)-4-methoxypyrrolidin-3-yl]carbamic acid tert-butyl ester C(C)(C)(C)OC(N[C@@H]1CNC[C@H]1OC)=O